FC1=CC=C(CN2C(=NC=3N(C(N(C(C23)=O)CCCO)=O)C)C2=C(C=CC=C2)C)C=C1 7-(4-fluorobenzyl)-1-(3-hydroxypropyl)-3-methyl-8-(o-tolyl)-1H-purine-2,6(3H,7H)-dione